methyl (((6-hydroxy-5'-methyl-4-pentyl-2'-(prop-1-en-2-yl)-[1,1'-biphenyl]-2-yl)oxy)methyl)(methyl)carbamate OC1=CC(=CC(=C1C1=C(C=CC(=C1)C)C(=C)C)OCN(C(OC)=O)C)CCCCC